N-(triethylsiloxycarbonyl)methyl-3-aminopropyl-dimethylmethoxysilane C(C)[Si](OC(=O)CNCCC[Si](OC)(C)C)(CC)CC